(Z)-1-(cycloocta-3-en-1-yl)propan-1-ol C1(C\C=C/CCCC1)C(CC)O